BrC=1C(=NC(=NC1)SC)NC=1C(=NC=CC1)C 5-Bromo-N-(2-methylpyridin-3-yl)-2-(methylthio)pyrimidin-4-amine